4-triazolo[4,5-b]pyridinium 3-oxide N1N=[N+](C2=[NH+]C=CC=C21)[O-]